5-{5-chloropyrazolo[1,5-a]pyridin-3-yl}-N-[1-(4-cyclopropanesulfonamidopyridin-2-yl)propyl]-1,3-thiazole-2-carboxamide ClC1=CC=2N(C=C1)N=CC2C2=CN=C(S2)C(=O)NC(CC)C2=NC=CC(=C2)NS(=O)(=O)C2CC2